r-DL-valine N[C@H](C(C)C)C(=O)O